FC1=C(C=C(C=C1)C=1C(=C2N(N1)CCC2)C2=CC1=C(N=CS1)C=C2)OC(F)(F)F 6-(2-(4-Fluoro-3-trifluoromethoxyphenyl)-5,6-dihydro-4H-pyrrolo[1,2-b]pyrazol-3-yl)benzo[d]thiazole